tert-butyl 2-cyano-2-(2-iodothieno[3,2-c]pyridin-4-yl)acetate C(#N)C(C(=O)OC(C)(C)C)C1=NC=CC2=C1C=C(S2)I